NCCNC(C1=CN=C(C(=C1)[N+](=O)[O-])SC)=O N-(2-Aminoethyl)-6-(methylthio)-5-nitronicotinamide